C(C)(C)(C)OC(=O)N1CC2C(C2C1)[B-](F)(F)F (3-(tert-butoxycarbonyl)-3-azabicyclo[3.1.0]hexan-6-yl)trifluoroborate